C(CC(O)(C(=O)O)CC(=O)O)(=O)O.FC1=CC=C(CC[C@]2(CN(CC2)C(C)(C)C=2C=NC(=CC2)C)CNS(=O)(=O)C2=CC=C(C=C2)C)C=C1 |o1:20| (S or R)-N-((3-(4-fluoro-phenethyl)-1-(2-(6-methylpyridin-3-yl)propan-2-yl)pyrrolidin-3-yl)methyl)-4-methylbenzene-sulfonamide citrate